butyl-3-methyl-4-(p-tolylsulfonylhydrazono)piperidine-1-carboxylate C(CCC)OC(=O)N1CC(C(CC1)=NNS(=O)(=O)C1=CC=C(C=C1)C)C